C(C)C=1C=CC=C2C=CC=C(C12)N1CC=2N=C(N=C(C2CC1)NC1CC=2N(CC1)N=CC2)OCC21CCCN1CCC2 7-(8-ethylnaphthalen-1-yl)-2-((tetrahydro-1H-pyrrolizin-7a(5H)-yl)methoxy)-N-(4,5,6,7-tetrahydropyrazolo[1,5-a]pyridin-5-yl)-5,6,7,8-tetrahydropyrido[3,4-d]pyrimidin-4-amine